N[C@H]1CN(CCC1)C1=CC=2N(C(N(C(C2N1CC1=C(C=CC(=C1)F)Cl)=O)C)=O)C 6-[(3R)-3-amino-piperidin-1-yl]-5-(2-chloro-5-fluoro-benzyl)-1,3-dimethyl-1,5-dihydro-pyrrolo[3,2-d]pyrimidine-2,4-dione